(2R,4R)-N-[4-(2,6-difluorophenyl)-6-fluoro-1,2-benzoxazol-3-yl]-3,3-difluoro-2-(hydroxymethyl)-4-[(methanesulfonyl)amino]pyrrolidine-1-carboxamide FC1=C(C(=CC=C1)F)C1=CC(=CC2=C1C(=NO2)NC(=O)N2[C@@H](C([C@@H](C2)NS(=O)(=O)C)(F)F)CO)F